tri-ethoxysilane C(C)O[SiH](OCC)OCC